N-(3-bromo-2-(((4-fluorophenyl)amino)methyl)-5-methylphenyl)acetamide BrC=1C(=C(C=C(C1)C)NC(C)=O)CNC1=CC=C(C=C1)F